N-[3-fluoro-4-[(3-fluoro-6,7-dimethoxy-4-quinolyl)oxy]phenyl]-1-(4-fluorophenyl)-6-methyl-2-oxo-pyridine-3-carboxamide FC=1C=C(C=CC1OC1=C(C=NC2=CC(=C(C=C12)OC)OC)F)NC(=O)C=1C(N(C(=CC1)C)C1=CC=C(C=C1)F)=O